CC1=C(C=NC=C1)C=1C2=C(N=C(N1)N)N1C(C=C2)=NCC1 (4-methylpyridin-3-yl)-8,9-dihydroimidazo[1',2':1,6]pyrido[2,3-d]pyrimidin-2-amine